2-(2,6-dioxopiperidin-3-yl)-4-(((1-(1-(2-(2-phenyloxazol-4-yl)acetyl)piperidin-4-yl)-1H-pyrazol-4-yl)methyl)amino)isoindoline-1,3-dione O=C1NC(CCC1N1C(C2=CC=CC(=C2C1=O)NCC=1C=NN(C1)C1CCN(CC1)C(CC=1N=C(OC1)C1=CC=CC=C1)=O)=O)=O